zinc-niobium [Nb].[Zn]